ClC=1C(=C(C=CC1)N1CCN(CC1)C(CN1N=C(C=2CC(CCC12)(F)F)C(=O)N1CCC(CC1)NC(C)=O)=O)C N-(1-(1-(2-(4-(3-Chloro-2-methylphenyl)piperazin-1-yl)-2-oxoethyl)-5,5-difluoro-4,5,6,7-tetrahydro-1H-indazol-3-carbonyl)piperidin-4-yl)acetamid